(Z)-1-(3-(2-(1-methoxyethyl)-5-methylphenyl)-4-oxothiazolidin-2-ylidene)-3-(2-(trifluoromethyl)-4-(1-(5-(trifluoromethyl)pyridin-2-yl)-1H-1,2,4-triazol-3-yl)phenyl)urea COC(C)C1=C(C=C(C=C1)C)N1/C(/SCC1=O)=N/C(=O)NC1=C(C=C(C=C1)C1=NN(C=N1)C1=NC=C(C=C1)C(F)(F)F)C(F)(F)F